5-(5-methyl-2-(3-(1-(piperidin-1-yl)ethyl)phenylamino)pyrimidin-4-ylamino)benzo[d]oxazol-2(3H)-one CC=1C(=NC(=NC1)NC1=CC(=CC=C1)C(C)N1CCCCC1)NC=1C=CC2=C(NC(O2)=O)C1